N[C@H]1CN(CC[C@@H]1F)C1=NC2=C(N1CC1=NC=C(C#N)C=C1)C=CC=C2 6-((2-((3S,4S)-3-amino-4-fluoropiperidin-1-yl)-1H-benzo[d]imidazol-1-yl)methyl)nicotinonitrile